NC1=NC(=C(C=C1C=1C=C2CCNC(C2=CC1F)=O)C1=C2CCN(CC2=CC=C1)C)F 6-(2-amino-6-fluoro-5-(2-methyl-1,2,3,4-tetrahydroisoquinolin-5-yl)pyridin-3-yl)-7-fluoro-3,4-dihydroisoquinolin-1(2H)-one